(Z)-N-[1-[(6-chloro-3-pyridyl)methyl]-2-pyridylidene]-2,2,3,3,3-pentafluoropropanamide ClC1=CC=C(C=N1)CN1\C(\C=CC=C1)=N/C(C(C(F)(F)F)(F)F)=O